9-(4,6-diphenyl-1,3,5-triazin-2-yl)-5-(9-phenylcarbazol-3-yl)-2H-pyrido[3,4-b]indol-1-one C1(=CC=CC=C1)C1=NC(=NC(=N1)C1=CC=CC=C1)N1C2=C(C3=C(C=CC=C13)C=1C=CC=3N(C4=CC=CC=C4C3C1)C1=CC=CC=C1)C=CNC2=O